C(C)(=O)OC1O[C@]([C@H]([C@H]1OC(C)=O)OCC1=CC=CC=C1)(C#N)COCC1=CC=CC=C1 (3R,4S,5R)-4-(benzyloxy)-5-((benzyloxy)methyl)-5-cyanotetrahydrofuran-2,3-diyl diacetate